6-methyl-5-nitro-2,3-dihydrobenzofuran CC1=CC2=C(CCO2)C=C1[N+](=O)[O-]